COC1(CC(=CC=C1)C=C1C=C(C(C(=C1)C(C)(C)C)=O)C(C)(C)C)O 4-(3-methoxy-3-hydroxyphenyl)methylene-2,6-di-tert-butyl-2,5-cyclohexadien-1-one